C(C)(C)(C)OC(=O)N1N=C(C=2C1=CN=CC2C2=C(C=C(C=C2F)N)F)NC(C2=CC=C(C=C2)N2CCN(CC2)C)=O (4-amino-2,6-difluorophenyl)-3-(4-(4-methylpiperazin-1-yl)benzamido)-1H-pyrazolo[3,4-c]pyridine-1-carboxylic acid tert-butyl ester